C(C)(C)(C)OC(=O)N1[C@H]2CN(C[C@@H]1CC2)C2=CC(=C(C=C2)C)C(N[C@H](C)C2=CC(=CC(=C2)C2=CN(C(=C2)C(=O)OCC2=CC=CC=C2)C)OCC2=CC=CC=C2)=O (1R,5S)-3-[3-[[(1R)-1-[3-benzyloxy-5-(5-benzyloxycarbonyl-1-methyl-pyrrol-3-yl)phenyl]ethyl]carbamoyl]-4-methyl-phenyl]-3,8-diazabicyclo[3.2.1]octane-8-carboxylic acid tert-butyl ester